[(piperidin-4-yl)methyl]thiophene N1CCC(CC1)CC=1SC=CC1